methyl 2-(4-isopropyl-5-(pyridin-2-yl)thiazol-2-ylamino)-5-(trifluoromethyl)nicotinate C(C)(C)C=1N=C(SC1C1=NC=CC=C1)NC1=C(C(=O)OC)C=C(C=N1)C(F)(F)F